CNCC1=CC=C(C=C1)C(F)(F)F N-methyl-1-(4-(trifluoromethyl)phenyl)methanamine